C(CCCCCCCCCCCCCCC)(=O)[O-].[K+] potassium hexadecanoic acid salt